1-(6-amino-3,5-difluoro-2-pyridyl)-8-chloro-6-fluoro-1,4-dihydro-7-(3-hydroxy-1-azetidinyl)-4-oxo-3-quinolinecarboxylic acid NC1=C(C=C(C(=N1)N1C=C(C(C2=CC(=C(C(=C12)Cl)N1CC(C1)O)F)=O)C(=O)O)F)F